IC1=C2C(=NC=C1)NC=C2 4-Iodo-1H-pyrrolo[2,3-b]pyridine